(R)-2-(4-(4-chloropyrazolo[1,5-a]pyridin-2-yl)-1,4,6,7-tetrahydro-5H-imidazo[4,5-c]pyridin-5-yl)-5-(1-methylcyclopropyl)-1,3,4-oxadiazole ClC=1C=2N(C=CC1)N=C(C2)[C@@H]2N(CCC1=C2N=CN1)C=1OC(=NN1)C1(CC1)C